N(=[N+]=[N-])CCOCCOCCOC=1C=C2C(N(C(C2=CC1)=O)C1C(NC(CC1)=O)=O)=O 5-(2-(2-(2-azidoethoxy)ethoxy)ethoxy)-2-(2,6-dioxopiperidin-3-yl)isoindoline-1,3-dione